Cl.CN(CCCC(O)(C1=CC=C(C=C1)F)C1=C(C=C(C#N)C=C1)CO)C 4-[4-(dimethylamino)-1-(4-fluorophenyl)-1-hydroxybutyl]-3-hydroxymethylbenzonitrile hydrochloride